FC(C1=CC=C(C=C1)C1=NN2C(CN(CC2)C(=O)OC(C)(C)C)=C1C1=CC=NC=C1)F tert-butyl 2-[4-(difluoromethyl)phenyl]-3-(pyridin-4-yl)-6,7-dihydropyrazolo[1,5-a]pyrazine-5(4H)-carboxylate